NC1=CC=CC(=N1)S(=O)(=O)NC(=O)C=1C(=NC(=C(C1)C=1CCCOC1)C(C)(C)C)N1C(CC(C1)C)(C)C N-[(6-Amino-2-pyridyl)sulfonyl]-6-tert-butyl-5-(3,4-dihydro-2H-pyran-5-yl)-2-(2,2,4-trimethylpyrrolidin-1-yl)pyridin-3-carboxamid